(+)-4-isopropyl-1-methylcyclohex-1-ene C(C)(C)C1CC=C(CC1)C